Crinan C1CC[C@]23CCN([C@@H]2C1)CC4=CC5=C(C=C34)OCO5